(R)-5-(2-(5-fluoro-2-methoxypyridin-3-yl)pyrrolidin-1-yl)-N-methylpyrazolo[1,5-a]pyrimidine-3-carboxamide FC=1C=C(C(=NC1)OC)[C@@H]1N(CCC1)C1=NC=2N(C=C1)N=CC2C(=O)NC